ClC=1C(=C2C=NN(C2=CC1C)C1OCCCC1)C=1C(=NN(C1C)C1CC2(CN(C2)C(=O)OC(C)(C)C)C1)C=1C=C2C=CN=NC2=CC1 tert-butyl 6-(4-(5-chloro-6-methyl-1-(tetrahydro-2H-pyran-2-yl)-1H-indazol-4-yl)-3-(cinnolin-6-yl)-5-methyl-1H-pyrazol-1-yl)-2-azaspiro[3.3]heptane-2-carboxylate